C(C=C)(=O)O alloyl alcohol